FC(CN1CC=CC2=CC=NC=C12)(C(F)(F)F)F 1-(2,2,3,3,3-pentafluoropropyl)-1,7-naphthyridine